5-(3-cyano-4-fluorophenyl)-N-(2-fluorophenyl)pyridine-3-carboxamide C(#N)C=1C=C(C=CC1F)C=1C=C(C=NC1)C(=O)NC1=C(C=CC=C1)F